FC1(CCN(CC1)C1=NC=NC(=C1)C1=CC=CC=C1)C(=O)N1C[C@H]2OC3=C([C@@H]1C2)C=NC=C3C#N (2S,5S)-4-(4-fluoro-1-(6-phenylpyrimidin-4-yl)piperidine-4-carbonyl)-2,3,4,5-tetrahydro-2,5-methanopyrido[3,4-f][1,4]oxazepine-9-carbonitrile